(2-chlorophenyl)-diphenylmethanol ClC1=C(C=CC=C1)C(O)(C1=CC=CC=C1)C1=CC=CC=C1